1-(5-amino-pyridin-2-yl)-propan-1-one NC=1C=CC(=NC1)C(CC)=O